3-((Isoquinolin-1-ylamino)methyl)pyrrolidine-1-carbonitrile C1(=NC=CC2=CC=CC=C12)NCC1CN(CC1)C#N